BrC=1C=CC2=C(N(C(=N2)CCOC)C)C1 6-bromo-2-(2-methoxyethyl)-1-methyl-1H-benzo[d]imidazole